[2H]C=1N=NN(C1[2H])C1=CC(=CC=C1)C(F)(F)F 4,5-dideutero-1-(3-trifluoromethylphenyl)-1H-1,2,3-triazole